2-aminonicotinic acid methyl ester COC(C1=C(N=CC=C1)N)=O